trans-2-tert-Butyl 5-((3-pivalamido-5-(trifluoromethyl)pyridin-2-yl)methyl) 3a-methoxytetrahydropyrrolo[3,4-c]pyrrole-2,5(1H,3H)-dicarboxylate CO[C@@]12[C@H](CN(C1)C(=O)OCC1=NC=C(C=C1NC(C(C)(C)C)=O)C(F)(F)F)CN(C2)C(=O)OC(C)(C)C